FC(C(=O)O)(F)F.ClC=1C=C(C(=C(C1)C1N(CCC1)S(=O)(=O)N)F)C=1C(=NN(C1)C1=NC=C(C=C1)N1CCNCC1)C1=CC=NC=C1 (5-chloro-2-fluoro-3-{1-[5-(piperazin-1-yl)pyridin-2-yl]-3-(pyridin-4-yl)pyrazol-4-yl}phenyl)pyrrolidine-1-sulfonamide trifluoroacetic acid salt